Ethyl 4-(3-(4-(((tert-butoxycarbonyl)(2-(4-(pyrimidin-5-yl)phenyl)cyclopropyl)amino)methyl)piperidin-1-yl)propyl)benzoate C(C)(C)(C)OC(=O)N(C1C(C1)C1=CC=C(C=C1)C=1C=NC=NC1)CC1CCN(CC1)CCCC1=CC=C(C(=O)OCC)C=C1